(S)-7'-(3,5-difluorophenyl)-1-(5,6,7,8-tetrahydroquinazolin-2-yl)dihydro-1'H,3'H,5'H-spiro[piperidine-4,2'-pyrazolo[1,2-a]pyrazol]-1'-one FC=1C=C(C=C(C1)F)[C@@H]1CCN2N1C(C1(C2)CCN(CC1)C1=NC=2CCCCC2C=N1)=O